N=1N(N=CC1)C1=CC=C(N=N1)OC1=CC=C(C=C1)[C@H](C=C)C1=CC=C(OC2CC(C2)NC=2C=C3CN(CC3=CC2)C2C(NC(CC2)=O)=O)C=C1 5-(((1r,3r)-3-(4-(1-(4-((6-(2H-1,2,3-triazol-2-yl)pyridazine-3-yl)oxy)phenyl)allyl)phenoxy)cyclobutyl)amino)-2-(2,6-dioxopiperidin-3-yl)isoindoline